ClC=1C=C2C=C(N=CC2=CC1)CC(=O)NC1CN(CCC1)S(=O)(=O)C 2-(6-chloroisoquinolin-3-yl)-N-(1-(methylsulfonyl)piperidin-3-yl)acetamide